4-(2-Propenoyl-1-methyl-1,2,3,4-tetrahydroisoquinolin-5-yl)-3-chloro-5-fluoro-2-methyl-1H-indole-7-carboxamide C(C=C)(=O)N1C(C2=CC=CC(=C2CC1)C1=C2C(=C(NC2=C(C=C1F)C(=O)N)C)Cl)C